OC1(CC(C1)C)NC(CN1C(C2=CC=C(C(=C2[C@@]2([C@H](C2)F)C1)F)C1CC1)=O)=O N-(3-cis-hydroxy-3-methylcyclobutyl)-2-[(2's,4r)-2',5-difluoro-6-cyclopropyl-1-oxospiro[3H-isoquinoline-4,1'-cyclopropane]-2-yl]acetamide